ClC=1C=C2C=CN=C(C2=C(C1)C)N([C@H]1CN(CCC1)C(=O)OC(C)(C)C)C(C1=C(C=C(C=C1)B1OC(C(O1)(C)C)(C)C)Cl)=O tert-butyl (3R)-3-[(6-chloro-8-methyl-1-isoquinolyl)-[2-chloro-4-(4,4,5,5-tetramethyl-1,3,2-dioxaborolan-2-yl) benzoyl]amino]piperidine-1-carboxylate